Cl.FC1(C[C@@H](NCC1)C1=NC=CC(=C1NC(=O)C=1C=NC(=NC1)C(C)C)C1=C(C=CC=C1)F)F |r| (±)-N-[2-(4,4-difluoro-2-piperidyl)-4-(2-fluorophenyl)-3-pyridyl]-2-isopropyl-pyrimidine-5-carboxamide hydrochloric acid salt